COC(CCC(=O)C=1SC=C(C1)C1=COC2=C1C=CC=C2F)=O 4-(4-(7-fluorobenzofuran-3-yl)thiophene-2-yl)-4-oxobutyric acid methyl ester